The molecule is the conjugate base of D-alanyl-L-alanyl poly(glycerol phosphate); major species at pH 7.3. It is a conjugate base of a D-alanyl-L-alanyl poly(glycerol phosphate). C[C@H](C(=O)N[C@H](C)C(=O)O[C@@H](CO)COP(=O)([O-])[O-])[NH3+]